COC1=CC=C(CN(C2=NC(=C(C(=C2[N+](=O)[O-])NCC2(COC(OC2)(C)C)C)C)C)CC2=CC=C(C=C2)OC)C=C1 N2,N2-bis(4-methoxybenzyl)-5,6-dimethyl-3-nitro-N4-((2,2,5-trimethyl-1,3-dioxan-5-yl)methyl)pyridine-2,4-diamine